C1(CCCCC1)S(=O)(=O)C#CC1=CC=C(OC2=C(N=NN2)C(=O)O)C=C1 5-(4-((cyclohexylsulfonyl)ethynyl)phenoxy)-1H-1,2,3-triazole-4-carboxylic acid